N[C@H]1CS(C2=C(N(C1=O)CC1=CC=C(C=C1)Cl)C=C(C(=C2)F)C=2OC(=NN2)C2CC2)(=O)=O (3R)-3-Amino-5-[(4-chlorophenyl)methyl]-7-(5-cyclopropyl-1,3,4-oxadiazol-2-yl)-8-fluoro-1,1-dioxo-2,3-dihydro-1λ6,5-benzothiazepin-4-one